1-[(3-fluorophenyl)methyl]cyclobutane-1-carbonitrile FC=1C=C(C=CC1)CC1(CCC1)C#N